CN(CCN1C(=C(C2=C1N=C(C(=C2N)CC)CCC)C)C)C 1-[2-(dimethylamino)ethyl]-5-ethyl-2,3-dimethyl-6-propyl-1H-pyrrolo[2,3-b]pyridin-4-amine